C(CCCCCCCCCCCCCCCCCCCCC)OC[C@H]1OC(OC1)(C)C (R)-4-((docosyloxy)methyl)-2,2-dimethyl-1,3-dioxolane